monobutyl glutaconate C(C=CCC(=O)[O-])(=O)OCCCC